OCC1CCC(CC1)N1N=C2C=C(C(=CC2=C1)N1CN=C(C=C1)C(=O)N)C(C)(C)O 1-N-[2-[4-(hydroxymethyl)cyclohexyl]-6-(1-hydroxy-1-methyl-ethyl)indazol-5-yl]pyrimidine-4-carboxamide